3-(Dimethylamino)-1-(4-fluorophenyl)prop-2-en-1-one CN(C=CC(=O)C1=CC=C(C=C1)F)C